C1(CC1)N1C(=NC2=C1C=C(C(=C2)F)F)N2C=NC1=C2C=NC(=C1)C(F)F 3-(1-cyclopropyl-5,6-difluoro-1H-benzo[d]imidazol-2-yl)-6-(difluoromethyl)-3H-imidazo[4,5-c]pyridine